1-benzyl-5-(pyridin-2-yl)pyrazin-2(1H)-one C(C1=CC=CC=C1)N1C(C=NC(=C1)C1=NC=CC=C1)=O